N-(2-carboxyethylcarbonyl)vinylamine C(=O)(O)CCC(=O)NC=C